C12NCC(C1)(C2)CN(C(OCC2=CC=CC=C2)=O)C benzyl N-(2-azabicyclo[2.1.1]hex-4-ylmethyl)-N-methyl-carbamate